C(C)(C)(C)OC(=O)N1[C@H](CC(=CC1)C1=NC(=CC=C1)OCC1=CC=C2C=NN(C2=C1)C)C (S)-2'-methyl-6-((1-methyl-1H-indazol-6-yl)methoxy)-3',6'-dihydro-(2,4'-bipyridine)-1'(2'H)-carboxylic acid tert-butyl ester